OCCOC=1C=CC=2C=CC3=C(C4=C(S3)C=3C=CC=CC3C(=C4)OCCO)C2C1 2,12-bis(2-hydroxyethoxy)dinaphthothiophene